ClC=1N=C(C=2N=C(N(C(C2N1)=O)C)C)C1=C(C=C(C=C1)Cl)F 6-Chloro-8-(4-chloro-2-fluoro-phenyl)-2,3-dimethyl-pyrimido[5,4-d]pyrimidin-4-one